(S)-4-((1H-pyrazol-1-yl)methyl)-N-(2,6-dimethoxyphenylsulfonimidoyl)-3-methoxybenzamide N1(N=CC=C1)CC1=C(C=C(C(=O)N[S@@](=O)(=N)C2=C(C=CC=C2OC)OC)C=C1)OC